CC1=CC=C(C=C1)S(=O)(=O)OC1=CC(=C(C(=C1)OC1CCCC1)C=O)OS(=O)(=O)C1=CC=C(C=C1)C 5-(cyclopentyloxy)-4-formyl-1,3-phenylene bis(4-methylbenzenesulfonate)